COC(C1=CC=C(C=C1)C=C)=O 4-vinylbenzoic acid Methyl ester